3-({7-[(2,5-Dimethylfuran-3-yl)carbonyl]-5,6,7,8-tetrahydroimidazo[1,5-a]pyrazin-3-yl}ethynyl)benzonitrile CC=1OC(=CC1C(=O)N1CC=2N(CC1)C(=NC2)C#CC=2C=C(C#N)C=CC2)C